C(C)(C)(C)OC(C1=C(C=C(C=C1)NC(C(CC1=CC=CC=C1)N1C(C=C(C(=C1)OC)C1=C(C=CC(=C1)Cl)N1N=NC(=C1)C(F)(F)F)=O)=O)F)=O 4-(2-(4-(5-chloro-2-(4-(trifluoromethyl)-1H-1,2,3-triazole-1-yl)phenyl)-5-methoxy-2-oxopyridin-1(2H)-yl)-3-phenylpropionamido)-2-fluorobenzoic acid tert-butyl ester